N1(CCCCCC1)CC(=O)NCC1=C(SC=C1C)C(=O)N 3-((2-(azepan-1-yl)acetamido)methyl)-4-methylthiophene-2-carboxamide